4-(4-(bis(4-fluorophenyl)methyl)piperazin-1-yl)-6-bromo-1-(cyclopropylmethyl)-2-oxo-1,2-dihydro-1,5-naphthyridine-3-carbonitrile FC1=CC=C(C=C1)C(N1CCN(CC1)C1=C(C(N(C2=CC=C(N=C12)Br)CC1CC1)=O)C#N)C1=CC=C(C=C1)F